C1=C(NC(=O)N=C1)NN N4-aminocytosine